N-(3,4-Dimethylphenyl)-6-morpholin-4-yl-N1-pyridin-3-yl-[1,3,5]triazine-2,4-diamine CC=1C=C(C=CC1C)NC1N(C(=NC(=N1)N)N1CCOCC1)C=1C=NC=CC1